(S)-4-(1-(2-(4-fluorophenethyl)-4,5,6,7-tetrahydrobenzo[b]thiophene-3-carboxamido)ethyl)benzoic acid FC1=CC=C(CCC2=C(C3=C(S2)CCCC3)C(=O)N[C@@H](C)C3=CC=C(C(=O)O)C=C3)C=C1